ClC1=NN=C2N1C1=CC=CC=C1C(=N2)N(C)C2=CC(=CC=C2)C=2C=NC(=CC2)N(C)CCOC chloro-N-(3-(6-((2-methoxyethyl)(methyl)amino)pyridin-3-yl)phenyl)-N-methyl-[1,2,4]triazolo[4,3-a]quinazolin-5-amine